(2S)-4-methyl-2-(spiro[2.3]hexan-5-ylamino)pentan-1-ol CC(C[C@@H](CO)NC1CC2(CC2)C1)C